O=C1NC(CCC1N1C(N(C2=C1C=CC=C2C2CN(C2)C2C(CN(CC2)C(=O)OC(C)(C)C)(F)F)C)=O)=O Tert-butyl 4-[3-[1-(2,6-dioxo-3-piperidyl)-3-methyl-2-oxo-benzimidazol-4-yl]azetidin-1-yl]-3,3-difluoro-piperidine-1-carboxylate